2-(5-bromo-3-(ethylsulfonyl)pyridin-2-yl)-6-(perfluoroethyl)-2H-pyrazolo[4,3-b]pyridine BrC=1C=C(C(=NC1)N1N=C2C(N=CC(=C2)C(C(F)(F)F)(F)F)=C1)S(=O)(=O)CC